CC1=C(C=CC(=C1C)NS(=O)(=O)CCC)C1=C2C(=NC(=C1)NC(=O)C1CC1)NC=C2 N-(4-(2,3-dimethyl-4-(propylsulfonylamino)phenyl)-1H-pyrrolo[2,3-b]pyridin-6-yl)cyclopropylcarboxamide